OC1=C(C=CC=C1C=1C=NN(C1)C1CCNCC1)C1=CC=C(C=C1)NC(C)=O N-(2'-Hydroxy-3'-(1-(piperidin-4-yl)-1H-pyrazol-4-yl)-[1,1'-biphenyl]-4-yl)acetamide